7-bromo-5-methoxybenzo[d]thiazol-2-amine BrC1=CC(=CC=2N=C(SC21)N)OC